4-(furo[3,2-c]pyridin-4-yl)-N-[trans-4-(1-hydroxycyclopropyl)cyclohexyl]benzamide O1C=CC=2C(=NC=CC21)C2=CC=C(C(=O)N[C@@H]1CC[C@H](CC1)C1(CC1)O)C=C2